O=C1[C@H]2[C@@H](C(N1C1=CC=CC=C1)=O)[C@@](N=C2)(P(OC2=CC=CC=C2)(=O)OC2=CC=CC=C2)C2=CC=CC=C2 |r| Diphenyl (1RS,3aSR,6aSR)-4,6-dioxo-1,5-diphenyl-1,3a,4,5,6,6a-hexahydropyrrolo[3,4-c]pyrrole-1-phosphonate